C(C)(C)(C)OC(=O)N1C(CCC1)C(C(=O)OC(C)(C)C)C 1-tert-butoxy-1-oxopropan-2-yl-pyrrolidine-1-carboxylic acid tert-butyl ester